CC1=C(C(CC1)C(C)C=O)C=O 2-Methyl-5-(1-formylethyl)-1-cyclopentene-1-carbaldehyde